[1-(3,5-difluoroanilino)ethyl]-2-morpholino-4-oxo-chromene-6-carboxylic acid FC=1C=C(NC(C)C2=C(OC3=CC=C(C=C3C2=O)C(=O)O)N2CCOCC2)C=C(C1)F